propyl-biguanidine C(CC)NC(=N)NNC(=N)N